C(C)(C)(C)OC(=O)N1CCC2(CN(C2=O)[C@H](C(=O)OCC2=CC=CC=C2)CCC(=O)OCC2=CC=CC=C2)CC1 dibenzyl (S)-2-(7-(tert-butoxycarbonyl)-1-oxo-2,7-diazaspiro[3.5]nonan-2-yl)pentanedioate